tert-butyl ((6-cyclopropyl-8-(3-methyl-2,4-dioxoimidazolidin-1-yl)imidazo[1,2-a]pyridin-2-yl)methyl)(4-(methylsulfonyl)-3-nitrophenyl)carbamate C1(CC1)C=1C=C(C=2N(C1)C=C(N2)CN(C(OC(C)(C)C)=O)C2=CC(=C(C=C2)S(=O)(=O)C)[N+](=O)[O-])N2C(N(C(C2)=O)C)=O